NC1=NC=2C(=C3C(=NC2)NC=C3)N1N1CCC(CC1)CC#N 2-(1-(2-aminoimidazo[4,5-d]pyrrolo[2,3-b]pyridin-1(6H)-yl)piperidin-4-yl)acetonitrile